6-bromo-3-(2-trimethylsilylethoxymethyl)benzimidazole-4-carboxylic acid BrC=1C=C(C2=C(N=CN2COCC[Si](C)(C)C)C1)C(=O)O